CN1C(C(CCC1(C)C)C(C1=C(C(=CC(=C1)C(C)(C)C)C(C)(C)C)O)(C(C(=O)[O-])(C(=O)[O-])CCCC)C1C(N(C(CC1)(C)C)C)(C)C)(C)C bis(1,2,2,6,6-pentamethyl piperidyl)-2-n-butyl-2-(2-hydroxy-3,5-di-tert-butyl benzyl)-malonate